COC(=O)C1=NC=C(C=C1C(F)(F)F)Br 5-bromo-3-(trifluoromethyl)pyridine-2-carboxylic acid methyl ester